(3-(2-chloro-4-(trifluoromethyl)phenyl)-2-oxo-2,3-benzothiazol-6-yloxy)propionic acid 2-ethoxyethyl ester C(C)OCCOC(C(C)OC=1C=CC=2C(=NS(C2C2=C(C=C(C=C2)C(F)(F)F)Cl)=O)C1)=O